1,2,4,5-benzenetetracarboxylic acid tetramethyl ester COC(=O)C=1C(=CC(=C(C1)C(=O)OC)C(=O)OC)C(=O)OC